Ethyl 4-[6-({5-[2-ethoxy-6-(trifluoromethyl)pyridin-4-yl]-7-({[1-(ethoxymethyl)cyclopentyl]methyl}(methyl)amino)-1H-imidazo[4,5-b]pyridin-2-yl}carbamoyl)pyridin-3-yl]butanoate C(C)OC1=NC(=CC(=C1)C1=CC(=C2C(=N1)N=C(N2)NC(=O)C2=CC=C(C=N2)CCCC(=O)OCC)N(C)CC2(CCCC2)COCC)C(F)(F)F